C(#C)C=1C=CC=C2C=C(C=C(C12)C1=C(C=2N=C(N=C(C2C=N1)N1C[C@@H](CC(CC1)(C)C)NC(C=C)=O)OCC12CCCN2CCC1)F)O (R)-N-(1-(7-(8-ethynyl-3-hydroxynaphthalen-1-yl)-8-fluoro-2-((tetrahydro-1H-pyrrolizin-7a(5H)-yl)methoxy)pyrido[4,3-d]pyrimidin-4-yl)-5,5-dimethylazepan-3-yl)acrylamide